2-(1,5-dimethyl-3-phenyl-1H-pyrrol-2-yl)-2-(ethoxyimino)-N-(4-(4-(5-fluoropyrimidin-2-yl)piperazin-1-yl)phenyl)acetamide CN1C(=C(C=C1C)C1=CC=CC=C1)C(C(=O)NC1=CC=C(C=C1)N1CCN(CC1)C1=NC=C(C=N1)F)=NOCC